N-(3-(3-(4-(1-aminocyclobutyl)phenyl)-2-(2-aminopyridin-3-yl)-3H-imidazo[4,5-b]pyridin-5-yl)phenethyl)-6-((2-(2,6-dioxopiperidin-3-yl)-1,3-dioxoisoindolin-4-yl)amino)hexanamide NC1(CCC1)C1=CC=C(C=C1)N1C(=NC=2C1=NC(=CC2)C=2C=C(CCNC(CCCCCNC1=C3C(N(C(C3=CC=C1)=O)C1C(NC(CC1)=O)=O)=O)=O)C=CC2)C=2C(=NC=CC2)N